9,9-bis(4-allyloxyphenyl)2-phenylfluorene C(C=C)OC1=CC=C(C=C1)C1(C2=CC=CC=C2C=2C=CC(=CC12)C1=CC=CC=C1)C1=CC=C(C=C1)OCC=C